7-chloro-3-tert-butyldimethylsilyloxy-2,3-dihydro-isoindol-1-one ClC=1C=CC=C2C(NC(C12)=O)O[Si](C)(C)C(C)(C)C